tert-butyl (S)-(2-((5-(3-(1-(5-fluoro-3-methylbenzofuran-2-yl)-2-methylpropyl)ureido)pyrimidin-2-yl) amino)ethyl)carbamate FC=1C=CC2=C(C(=C(O2)[C@H](C(C)C)NC(NC=2C=NC(=NC2)NCCNC(OC(C)(C)C)=O)=O)C)C1